[3-[6-[(1,1-dioxothietan-3-yl)methylamino]-3-pyridinyl]azetidin-1-yl]-[6-[3-(trifluoromethyl)-1,2,4-triazol-1-yl]-2-azaspiro[3.3]heptan-2-yl]methanone O=S1(CC(C1)CNC1=CC=C(C=N1)C1CN(C1)C(=O)N1CC2(C1)CC(C2)N2N=C(N=C2)C(F)(F)F)=O